chloro(chloromethyl)(dimethyl)silane Cl[Si](C)(C)CCl